diethyl cis-diethylcyclohexane-1,2-dicarboxylate C(C)[C@]1([C@@](CCCC1)(C(=O)OCC)CC)C(=O)OCC